CN1N=CC2=CC(=CC=C12)C=O 1-methylindazole-5-carbaldehyde